(R)-1-(3-(hydroxymethyl)pyrrolidin-1-yl)ethan-1-one tert-Butyl-(1R,2S,5R)-2-((S)-1-hydroxyethyl)-3,6-diazabicyclo[3.2.2]nonane-6-carboxylate C(C)(C)(C)OC(=O)N1[C@H]2CN[C@@H]([C@@H](C1)CC2)[C@H](C)O.OC[C@H]2CN(CC2)C(C)=O